4-fluoro-2-nitrophenyl triflate O(S(=O)(=O)C(F)(F)F)C1=C(C=C(C=C1)F)[N+](=O)[O-]